C(C)(C)(C)OC(=O)NCC1=C(C[C@H]([C@@H](C)NC(OC(C)(C)C)=O)CN2C(C3=CC=CC=C3C2=O)=O)C=C(C=C1)C tert-butyl ((2R,3S)-3-(2-(((tert-butoxycarbonyl)amino)methyl)-5-methylbenzyl)-4-(1,3-dioxoisoindolin-2-yl)butan-2-yl)carbamate